BrC1=CC=C(C=C1)NC1=CC=C(C=C1)C1=CC=CC=C1 N-(4-bromophenyl)-4-biphenylamine